C(=O)C1=CC(=C(C=C1)NC(C)=O)OC N-(4-FORMYL-2-METHOXY-PHENYL)-ACETAMIDE